8-(5-bromopyridin-2-yl)-3,8-diazabicyclo[3.2.1]octane BrC=1C=CC(=NC1)N1C2CNCC1CC2